S1C(=CC=C1)P([O-])(=O)C(CCCC)CCC thiophenyl-(n-propyl-n-pentyl)phosphinate